2-((7-(benzyloxy)quinolin-4-yl)oxy)-N'-(6-morpholinyl-1,2,4,5-tetrazin-3-yl)acetohydrazide C(C1=CC=CC=C1)OC1=CC=C2C(=CC=NC2=C1)OCC(=O)NNC=1N=NC(=NN1)N1CCOCC1